tert-butyl 3-[2-[2-[2-[2-[2-[2-[2-[2-[2-[2-[2-(2-aminoethoxy)ethoxy]ethoxy]ethoxy]ethoxy]ethoxy]ethoxy]-ethoxy]ethoxy]ethoxy]ethoxy]ethoxy]propanoate NCCOCCOCCOCCOCCOCCOCCOCCOCCOCCOCCOCCOCCC(=O)OC(C)(C)C